Alpha-methyl-4-methylstyrene CC(=C)C1=CC=C(C=C1)C